(R)-6-(2-(1-cyclopropyl-1H-pyrazol-4-yl)morpholino)-8-(2-fluoro-4-(trifluoromethyl)phenyl)-2,3-dimethylpyrimido[5,4-d]pyrimidin-4(3H)-one C1(CC1)N1N=CC(=C1)[C@H]1OCCN(C1)C=1N=C(C=2N=C(N(C(C2N1)=O)C)C)C1=C(C=C(C=C1)C(F)(F)F)F